ClC1=CC=C(COC2=CC=CC(=N2)C2CCN(CC2)CC2=NC3=C(N2C)C=C(C=C3)C(=O)O)C=C1 2-[(4-{6-[(4-chlorobenzyl)oxy]pyridin-2-yl}piperidin-1-yl)methyl]-1-methyl-1H-benzimidazole-6-carboxylic acid